(E)-(4-(3-ethoxy-5-hydroxy-2-(3-methylbut-2-en-1-yl)styryl)-2-methoxyphenyl)glycine methyl ester COC(CNC1=C(C=C(C=C1)\C=C\C1=C(C(=CC(=C1)O)OCC)CC=C(C)C)OC)=O